(S)-3-((3-(ethoxymethyl)-3-(2-(5-methylthiophen-yl)ethyl)pyrrolidin-1-yl)methyl)-2,6-dimethylpyridine C(C)OC[C@@]1(CN(CC1)CC=1C(=NC(=CC1)C)C)CCC=1SC(=CC1)C